Methyl (5-(5-((6,8-dimethoxy-4-oxo-3,4-dihydrophthalazin-1-yl)methyl)-2-fluorophenyl)-1H-benzoimidazol-2-yl)carbamate COC=1C=C2C(NN=C(C2=C(C1)OC)CC=1C=CC(=C(C1)C1=CC2=C(NC(=N2)NC(OC)=O)C=C1)F)=O